3-((4-ethylphenyl)sulfonyl)-6-methyl-4-(piperidin-1-yl)quinoline C(C)C1=CC=C(C=C1)S(=O)(=O)C=1C=NC2=CC=C(C=C2C1N1CCCCC1)C